Magnesium-manganese carbonate C([O-])([O-])=O.[Mn+2].[Mg+2].C([O-])([O-])=O